tert-butyl 4-[4-[3-[(4-bromo-2-pyridyl)oxy]cyclobutoxy] piperidine-1-carbonyl]piperidine-1-carboxylate BrC1=CC(=NC=C1)OC1CC(C1)OC1CCN(CC1)C(=O)C1CCN(CC1)C(=O)OC(C)(C)C